ClC=1C=C2C(=CN=C(C2=CN1)C(=O)N[C@@H]1C[C@H](C1)O)C(C)C Trans-6-chloro-N-(3-hydroxycyclobutyl)-4-isopropyl-2,7-naphthyridine-1-carboxamide